(R)-6-(2,2-dimethyl-1,3-dioxolan-4-yl)pyridin-3-amine CC1(OC[C@H](O1)C1=CC=C(C=N1)N)C